COC1=CC=C(C=N1)NC=C1C(OC(OC1=O)(C)C)=O 5-[[(6-methoxypyridin-3-yl)amino]methylene]-2,2-dimethyl-1,3-dioxane-4,6-dione